ClC1=NC2=C(C=C(C=C2C=N1)C(F)(F)F)C 2-chloro-8-methyl-6-(trifluoromethyl)quinazoline